4-Phenyl-2-((1-((tetrahydro-2H-pyran-4-yl)methyl)piperidin-4-yl)methyl)pyridazin-3(2H)-on Hydrochlorid Cl.C1(=CC=CC=C1)C=1C(N(N=CC1)CC1CCN(CC1)CC1CCOCC1)=O